methyl-N2-[2-(1-methylpyrazolo[3,4-c]pyridin-4-yl)pyrimidin-5-yl]benzene-1,2-diamine CC1=C(C(=CC=C1)N)NC=1C=NC(=NC1)C1=C2C(=CN=C1)N(N=C2)C